5-Ethyl-6-((tetrahydro-2H-pyran-4-yl)amino)benzofuran-4-carboxylic acid methyl ester COC(=O)C=1C(=C(C=C2C1C=CO2)NC2CCOCC2)CC